C(C)(C)(C)C=1OC(=CN1)C=O (2-(tert-butyl)oxazol-5-yl)methanone